4-(4-(2-(7-chloroimidazo[1,2-a]pyridine-2-carbonyl)hydrazine-1-carbothioamido)phenoxy)-N-methylpicolinamide ClC1=CC=2N(C=C1)C=C(N2)C(=O)NNC(NC2=CC=C(OC1=CC(=NC=C1)C(=O)NC)C=C2)=S